(S)-6-((4-((2-hydroxy-1-phenylethyl)amino)-5-(3-(pyridin-2-yl)-1,2,4-oxadiazol-5-yl)pyrimidin-2-yl)amino)-1-isopropyl-1,2-dihydro-3H-pyrazolo[3,4-b]pyridin-3-one OC[C@H](C1=CC=CC=C1)NC1=NC(=NC=C1C1=NC(=NO1)C1=NC=CC=C1)NC1=CC=C2C(=N1)N(NC2=O)C(C)C